OCCCCCCCC(=O)OC methyl 8-hydroxyoctanoate